C1(CC1)CS(=O)(=O)C=1C=C(C=NC1C1=NC2=C(N=NC(=C2)C(F)(F)F)N1C)OC(C#N)(C)C 2-[[5-(cyclopropylmethyl-sulfonyl)-6-[7-methyl-3-(trifluoromethyl)imidazo[4,5-c]pyridazin-6-yl]-3-pyridyl]oxy]-2-methyl-propanenitrile